BrC=1C(=NC(=NC1)NC1=CC2=C(N=C(N2C)C(F)(F)F)C=C1)NC1=C(C=CC=C1)S(=O)(=O)C 5-bromo-N4-(2-methylsulfonylphenyl)-N2-[3-methyl-2-(trifluoromethyl)benzimidazol-5-yl]pyrimidine-2,4-diamine